2-((4-fluoro-2,6-dimethylphenyl)amino)-4-(trifluoromethyl)benzoic acid FC1=CC(=C(C(=C1)C)NC1=C(C(=O)O)C=CC(=C1)C(F)(F)F)C